C1(=CC=CC=C1)C(NC(=O)OCCCC)(NC(=O)[O-])C1=CC=CC=C1 butyl diphenylmethanedicarbamate